C(C)(=O)C1=CC=C(C=C1)C1=C(OC(=C1)[N+](=O)[O-])C(=O)N (4-Acetylphenyl)-5-nitrofuran-2-carboxamide